7-Bromotetrahydronaphthalen-1-one oxime BrC1=CCC2CCCC(C2=C1)=NO